3-((4,4-bis(((Z)-oct-5-en-1-yl)oxy)butanoyl)oxy)-2-(((4-(((2-(pyrrolidin-1-yl)ethyl)carbamoyl)oxy)decanoyl)oxy)methyl)propyl (9Z,12Z)-octadeca-9,12-dienoate C(CCCCCCC\C=C/C\C=C/CCCCC)(=O)OCC(COC(CCC(OCCCC\C=C/CC)OCCCC\C=C/CC)=O)COC(CCC(CCCCCC)OC(NCCN1CCCC1)=O)=O